1,2,3-tri(Methanesulfonyloxy)benzene CS(=O)(=O)OC1=C(C(=CC=C1)OS(=O)(=O)C)OS(=O)(=O)C